2-[(2,6-dichlorophenyl) amino]-phenylacetate acetate C(C)(=O)O.ClC1=C(C(=CC=C1)Cl)NC1=C(C=CC=C1)CC(=O)O